tert-Butyl N-(1-{[4-(trifluoromethoxy)phenyl]carbamoyl}pyrrolidin-3-yl)carbamate FC(OC1=CC=C(C=C1)NC(=O)N1CC(CC1)NC(OC(C)(C)C)=O)(F)F